9-(4-(9H-carbazol-9-yl)-6-chloro-1,3,5-triazin-2-yl)-9H-carbazole-1,2,3,4-d4 C1=CC=CC=2C3=CC=CC=C3N(C12)C1=NC(=NC(=N1)Cl)N1C2=CC=CC=C2C=2C(=C(C(=C(C12)[2H])[2H])[2H])[2H]